SC1CN(C1)[C@H]1C[C@@H](CC1)NC(=N)N 1-((1R,3R)-3-(3-mercaptoazetidin-1-yl)cyclopentyl)guanidine